N-(2-aminopyrimidin-5-yl)-N-(3-(tert-butyl)-5-cyclopropylbenzyl)-2-(N-(4-chlorobenzyl)-(2,3,4,5,6-pentafluorophenyl)sulfonamido)acetamide NC1=NC=C(C=N1)N(C(CN(S(=O)(=O)C1=C(C(=C(C(=C1F)F)F)F)F)CC1=CC=C(C=C1)Cl)=O)CC1=CC(=CC(=C1)C1CC1)C(C)(C)C